C1(CC1)C=1N=NN(C1)[C@H](C(=O)N1[C@@H](C[C@H](C1)O)C(=O)NCC(CCO)C1=CC=C(C=C1)C(F)(F)F)C(C)(C)C (2S,4r)-1-[(2S)-2-(4-cyclopropyl-triazol-1-yl)-3,3-dimethyl-butyryl]-4-hydroxy-N-[4-hydroxy-2-[4-(trifluoromethyl)phenyl]butyl]pyrrolidine-2-carboxamide